C12CN(CC2C1)C1=CC=C(C(=N1)COC)CC1=NNC(=C1)C(=O)N[C@@H]1CCC=2N(C=NC21)C 3-[(6-{3-azabicyclo[3.1.0]hex-3-yl}-2-(methoxymethyl)pyridin-3-yl)methyl]-N-[(4R)-1-methyl-1H,4H,5H,6H-cyclopenta[d]imidazol-4-yl]-1H-pyrazole-5-carboxamide